1-(((2-(methylamino)ethoxy)carbonyl)oxy)ethyl-(2R,3R,4S)-4-(benzo[d][1,3]dioxolane-5-yl)-1-[2-(dibutylamino)-2-oxoethyl]-2-(4-methoxyphenyl)pyrrolidine-3-carboxylate CNCCOC(=O)OC(C)OC(=O)[C@H]1[C@@H](N(C[C@@H]1C1=CC2=C(OCO2)C=C1)CC(=O)N(CCCC)CCCC)C1=CC=C(C=C1)OC